6-(4-chloro-2-fluorobenzyl)pyridazin-3-ol tert-butyl-(3-(bromomethyl)benzyl)carbamate C(C)(C)(C)N(C(=O)OC=1N=NC(=CC1)CC1=C(C=C(C=C1)Cl)F)CC1=CC(=CC=C1)CBr